ClC=1C=C(C2=C(C(=C(O2)C)CCNC2=CC(=NC=N2)C2=C(C(=C(C(=O)O)C=C2)OC2CCC2)F)C1)OC 4-{6-[2-(5-Chloro-7-methoxy-2-methyl-benzofuran-3-yl)-ethylamino]-pyrimidin-4-yl}-2-cyclobutoxy-3-fluoro-benzoic acid